bis[(3-ethyloxetan-3-yl)methyl] ether C(C)C1(COC1)COCC1(COC1)CC